CC1=C(C(=CC(=C1)C)C)B(O)O 2,4,6-Trimethylbenzeneboronic acid